(2-(naphthalene-2-yl)acetyl)-L-phenylalanine C1=C(C=CC2=CC=CC=C12)CC(=O)N[C@@H](CC1=CC=CC=C1)C(=O)O